(2R)-1-(3-chloro-2-fluoro-4-methylbenzyl)-4-((3-fluoro-6-((5-methyl-1H-pyrazol-3-yl)amino)pyridin-2-yl)methyl)-2-methyl-piperidine-4-carboxylic acid ClC=1C(=C(CN2[C@@H](CC(CC2)(C(=O)O)CC2=NC(=CC=C2F)NC2=NNC(=C2)C)C)C=CC1C)F